(1,4-phenylene)bis(5,6-diphenyl-1,2,4-triazine) C1(=CC=C(C=C1)C=1N=NC(=C(N1)C1=CC=CC=C1)C1=CC=CC=C1)C=1N=NC(=C(N1)C1=CC=CC=C1)C1=CC=CC=C1